The molecule is a branched oligosaccharide comprising eleven D-arabinofuranose units, in an assembly consisting of two of the arabinose residues linked alpha(1->5), with beta-arabinosyl-(1->2)-alpha-arabinosyl and beta-arabinosyl-(1->2)-alpha-arabinosyl-(1->5)-alpha-arabinosyl-(1->5)-alpha-arabinosyl-(1->5)-alpha-arabinosyl-(1->5)-alpha-arabinosyl-(1->5)-alpha-arabinosyl units linked to respectively the 3- and 5-positions of the arabinose residue distal from the reducing-end residue. C([C@@H]1[C@H]([C@@H]([C@@H](O1)O[C@H]2[C@@H]([C@H](O[C@@H]2OC[C@@H]3[C@H]([C@@H]([C@H](O3)OC[C@@H]4[C@H]([C@@H]([C@H](O4)OC[C@@H]5[C@H]([C@@H]([C@H](O5)OC[C@@H]6[C@H]([C@@H]([C@H](O6)OC[C@@H]7[C@H]([C@@H]([C@H](O7)OC[C@@H]8[C@H]([C@@H]([C@H](O8)OC[C@@H]9[C@H]([C@@H](C(O9)O)O)O)O)O[C@@H]1[C@H]([C@@H]([C@H](O1)CO)O)O[C@H]1[C@H]([C@@H]([C@H](O1)CO)O)O)O)O)O)O)O)O)O)O)O)O)CO)O)O)O)O